tert-butyl (S)-(1-(5-(1-(2-fluoro-6-methoxyphenyl)-6-oxo-1,6-dihydropyridazine-3-carboxamido)-1,2-dimethyl-1H-benzo[d]imidazol-4-yl)pyrrolidin-3-yl)carbamate FC1=C(C(=CC=C1)OC)N1N=C(C=CC1=O)C(=O)NC1=C(C2=C(N(C(=N2)C)C)C=C1)N1C[C@H](CC1)NC(OC(C)(C)C)=O